3-((2S)-3-(8-(benzylsulfonyl)-1-oxa-8-azaspiro[4.5]dec-3-ylamino)-2-hydroxypropoxy)-N-methylbenzenesulfonamide C(C1=CC=CC=C1)S(=O)(=O)N1CCC2(CC(CO2)NC[C@@H](COC=2C=C(C=CC2)S(=O)(=O)NC)O)CC1